FC(C1=NC=C(C=N1)CC1CC2(CN(C2)C=O)C1)(F)F [6-[[2-(trifluoromethyl)pyrimidin-5-yl]methyl]-2-azaspiro[3.3]heptan-2-yl]methanone